C(C1=CC=CC=C1)(C1=CC=CC=C1)N1[C@@H]([C@H](C1)OC(S(=O)(=O)[O-])C)C (((2R,3S)-1-benzhydryl-methylazetidin-3-yl)oxy)esylate